[1,1'-biphenyl]-3-carbaldehyde C1(=CC(=CC=C1)C=O)C1=CC=CC=C1